3-{3-Methyl-2-oxo-4-[2-(piperidin-4-yl)ethyl]-1,3-benzodiazol-1-yl}piperidine-2,6-dione CN1C(N(C2=C1C(=CC=C2)CCC2CCNCC2)C2C(NC(CC2)=O)=O)=O